[Cl-].[Cl-].[Cl-].COC(COC)[Zr+3]C1C=CC=C1 1,2-dimethoxy-ethyl-cyclopentadienyl-zirconium trichloride